N1N=NN=C1C1=C(C=CC=C1)N1CC2(CN(C2)C(CCCC)=O)CC1 1-(6-(2-(1H-Tetrazol-5-yl)phenyl)-2,6-diazaspiro[3.4]octan-2-yl)pentan-1-one